N-(3-hydroxy-3-methylbutyl)carbamic acid 1,1-dimethylethyl ester CC(C)(C)OC(NCCC(C)(C)O)=O